N-(4-bromo-3-methylbenzyl)-1-(2-(3-fluoro-4-methylphenyl)-2H-pyrazolo[3,4-d]pyrimidin-4-yl)piperidine-3-carboxamide BrC1=C(C=C(CNC(=O)C2CN(CCC2)C=2C=3C(N=CN2)=NN(C3)C3=CC(=C(C=C3)C)F)C=C1)C